(2S,3R)-2-(phthalimidomethyl)-3-hydroxybutyric acid methyl ester COC([C@H]([C@@H](C)O)CN1C(C=2C(C1=O)=CC=CC2)=O)=O